C(=O)(O)C1=CCCCC1 2-carboxycyclohexen